(E)-3-(3,4-dihydroxyphenyl)-N-((1-(4-chlorobenzyl)-1H-1,2,3-triazol-4-yl)methyl)acrylamide OC=1C=C(C=CC1O)/C=C/C(=O)NCC=1N=NN(C1)CC1=CC=C(C=C1)Cl